(R)-1-(2-((4-(4-(6-amino-5-(1-(2,6-dichloro-3-fluorophenyl)ethoxy)pyridin-3-yl)-1H-pyrazol-1-yl)piperidin-1-yl)methyl)phenyl)dihydropyrimidine-2,4(1H,3H)-dione NC1=C(C=C(C=N1)C=1C=NN(C1)C1CCN(CC1)CC1=C(C=CC=C1)N1C(NC(CC1)=O)=O)O[C@H](C)C1=C(C(=CC=C1Cl)F)Cl